(S)-8-(2-amino-6-((R)-1-(4',5-dichloro-3',5'-dimethyl-[1,1'-biphenyl]-2-yl)-2,2,2-trifluoroethoxy)pyrimidin-4-yl)-2,8-diazaspiro[4.5]decane-3-carboxylic acid NC1=NC(=CC(=N1)N1CCC2(C[C@H](NC2)C(=O)O)CC1)O[C@@H](C(F)(F)F)C1=C(C=C(C=C1)Cl)C1=CC(=C(C(=C1)C)Cl)C